C(C1=CC=CC=C1)N1CCN(C2=CC=CC=C12)C(CCN1CCCCC1)=O 1-(4-benzyl-3,4-dihydroquinoxalin-1(2H)-yl)-3-(piperidine-1-yl)propan-1-one